(E)-N-(3-((3,5-di-tert-butylbenzyl)amino)-6-fluoropyridin-2-yl)ethanesulfonamide C(C)(C)(C)C=1C=C(CNC=2C(=NC(=CC2)F)NS(=O)(=O)CC)C=C(C1)C(C)(C)C